COC=1C=C(CO)C=CC1 3-methoxybenzyl alcohol